FC1=C(C=CC=C1)N1N=CC=2C[C@]3(C(C(C12)(C)C)CC[C@]1([C@@]2(CC[C@@H]4CC[C@H]([C@@H](C4C2=CC[C@@H]13)C)C)C)C)C (1S,2R,4aS,6aS,6bR,13aR,13bR)-10-(2-fluorophenyl)-1,2,6a,6b,9,9,13a-heptamethyl-2,3,4,4a,5,6,6a,6b,7,8,8a,9,10,13,13a,13b,14,15b-octadecahydrochryseno[1,2-f]indazol